4-aminobicyclo[2.2.1]heptane-1-carbonitrile NC12CCC(CC1)(C2)C#N